bis(1-(2,6-diethylphenyl)-3,5,5-trimethyl-3-phenylpyrrolidin-2-ylidene)(3-phenyl-1H-inden-1-ylidene)ruthenium (II) dichloride C(C)C1=C(C(=CC=C1)CC)N1C(C(CC1(C)C)(C1=CC=CC=C1)C)=[Ru-6](=C1C=C(C2=CC=CC=C12)C1=CC=CC=C1)(=C1N(C(CC1(C)C1=CC=CC=C1)(C)C)C1=C(C=CC=C1CC)CC)(Cl)Cl